5-Amino-2,3-dihydrobenzofuran-6-carboxylic acid methyl ester COC(=O)C1=CC2=C(CCO2)C=C1N